O=C1NC(CCC1N1C(C2=CC=C(C(=C2C1)F)N1CCC(CC1)CN1CCN(CC1)CC1CCN(CC1)C(=O)OC(C)(C)C)=O)=O tert-butyl 4-[[4-[[1-[2-(2,6-dioxo-3-piperidyl)-4-fluoro-1-oxo-isoindolin-5-yl]-4-piperidyl]methyl]piperazin-1-yl]methyl]piperidine-1-carboxylate